CC1=C(C=CC(=C1)C1=NC(=NC=C1)NC1=NN(C=C1)C)NC(=O)C1(CC1)C(=O)O ((2-methyl-4-(2-((1-methyl-1H-pyrazol-3-yl)amino)pyrimidin-4-yl)phenyl)carbamoyl)cyclopropane-1-carboxylic acid